3,3',4,4'-biphenyltetracarboxylate C1(=CC(=C(C=C1)C(=O)[O-])C(=O)[O-])C1=CC(=C(C=C1)C(=O)[O-])C(=O)[O-]